6-(1-tetrahydropyran-2-ylindazol-6-yl)-N2-[1-[6-(trifluoromethyl)-2-pyridyl]cyclopropyl]-1,3,5-triazine-2,4-diamine O1C(CCCC1)N1N=CC2=CC=C(C=C12)C1=NC(=NC(=N1)NC1(CC1)C1=NC(=CC=C1)C(F)(F)F)N